BrC=1C=C(C=CC1)[C@H]1N(C[C@@H](CC1)C)C(C(=O)NC=1C=C(C(=NC1)NC(OC(C)(C)C)=O)C)=O tert-butyl N-[5-[[2-[(2S,5R)-2-(3-bromophenyl)-5-methyl-1-piperidyl]-2-oxo-acetyl]amino]-3-methyl-2-pyridyl]carbamate